2-methylterephthalamide CC1=C(C(=O)N)C=CC(=C1)C(=O)N